C(OC1=CC=C(C=C1)CC1CCN(CC1)C(C1=CC=CC=C1)C1=CC=CC=C1)(OCN1C(NC(C(=C1)F)=O)=O)=O 4-((1-Benzhydrylpiperidin-4-yl)methyl)phenyl ((5-fluoro-2,4-dioxo-3,4-dihydropyrimidin-1(2H)-yl)methyl) carbonate